2-[6-chloro-3-(difluoromethyl)-2-pyridyl]-3,5-dimethyl-4H-pyrrolo[3,4-c]pyrazol-6-one ClC1=CC=C(C(=N1)N1N=C2C(=C1C)CN(C2=O)C)C(F)F